(S)-2-(2-(4-(difluoromethoxy)-2-methylphenoxy)acetyl)-8-(3-(trifluoromethyl)phenyl)-1,3,4,12a-tetrahydrobenzo[e]pyrazino[1,2-a][1,4]diazepine-6,12(2H,11H)-dione FC(OC1=CC(=C(OCC(=O)N2C[C@@H]3N(C(C4=C(NC3=O)C=CC(=C4)C4=CC(=CC=C4)C(F)(F)F)=O)CC2)C=C1)C)F